1H-pyrazolo[3,4-b]pyridine-4-carboxylic acid N1N=CC2=C1N=CC=C2C(=O)O